ClC=1C=CC2=C([C@@H](C[C@@H](O2)C(=O)NC23CC(C2)(C3)C=3N=CN(C3)[C@@H]3C[C@@H](C3)OC(F)(F)F)O)C1 (2R,4R)-6-chloro-4-hydroxy-N-(3-{1-[cis-3-(trifluoromethoxy)cyclobutyl]-1H-imidazol-4-yl}bicyclo[1.1.1]pent-1-yl)-3,4-dihydro-2H-1-benzopyran-2-carboxamide